Di-tert-butyl {[9-(4-bromobutyl)-9H-carbazole-3,6-diyl]bis(ethane-2,1-diyl)}dicarbamate BrCCCCN1C2=CC=C(C=C2C=2C=C(C=CC12)CCNC(OC(C)(C)C)=O)CCNC(OC(C)(C)C)=O